C(=O)(C=C)C1C(=O)NC(C1)=O acryl-succinimide